Cl.NC=1C=C(C=CC1)N1C(NC(CC1)=O)=O 1-(3-aminophenyl)dihydropyrimidine-2,4(1H,3H)-dione hydrochloride